O=C(CCCCCCCCNC(OC(C)(C)C)=O)NC=1SC=C(N1)C1=CC=CC=C1 tert-butyl (9-oxo-9-((4-phenylthiazol-2-yl)amino)nonyl)carbamate